S(=O)(=O)(C1=CC=C(C)C=C1)C(C1=CC=CC=C1)NC=O N-(α-Tosylbenzyl)formamide